NC(C(=O)N[C@H](C(=O)N)C[C@H]1C(NCCC1)=O)CC1(CC1)C 2-amino-N-((S)-1-amino-1-oxo-3-((S)-2-oxopiperidin-3-yl)propan-2-yl)-3-(1-methylcyclopropyl)propanamide